7-[1-(2-hydroxyethyl)piperidin-4-yl]-2-(2-methyl-1,3-benzoxazol-6-yl)-4H-pyrimido[1,2-b]pyridazin-4-one OCCN1CCC(CC1)C=1C=CC=2N(N1)C(C=C(N2)C2=CC1=C(N=C(O1)C)C=C2)=O